[Cl-].[Cl-].[Cl-].C[NH3+].C[NH3+].C[NH3+] methyl-ammonium tri-chloride